6-fluoro-5-methoxy-1-(tetrahydro-2H-pyran-2-yl)-3-vinyl-1H-indazole FC1=C(C=C2C(=NN(C2=C1)C1OCCCC1)C=C)OC